3,4-difluoro-2-vinylaniline FC=1C(=C(N)C=CC1F)C=C